1-ethyl-7-(1H-pyrrolo[3,2-b]pyridin-5-yl)-3,4-dihydropyrazino[2,3-b]pyrazin-2(1H)-one C(C)N1C(CNC=2C1=NC(=CN2)C2=CC=C1C(=N2)C=CN1)=O